4-(benzyloxy)furo[3,2-c]pyridine C(C1=CC=CC=C1)OC1=NC=CC2=C1C=CO2